4-ethyl-2,3-dioxopiperazinecarbonyl-chlorine C(C)N1C(C(N(CC1)C(=O)Cl)=O)=O